COC1=C2C(C(=C(OC2=CC(=C1)OC)C1=CC(=C(C(=C1)OC)OC)OC)OCCCSC1=NC2=C(N1S(=O)(=O)C1=CC=CC=C1)C=CC=C2)=O 5,7-dimethoxy-3-(3-((1-(phenylsulfonyl)-1H-benzimidazol-2-yl)thio)propoxy)-2-(3,4,5-trimethoxyphenyl)-4H-chromen-4-one